C1=CC=CC=2C3=CC=CC=C3N(C12)C=1C(=C(C=C(C1)C)N(C1=C(C=CC=C1)C=1C(=C(C=C(C1)C)C(C)(C)C)O)CCN(C)C)O 2'-((3-(9H-carbazol-9-yl)-2-hydroxy-5-methylphenyl)(2-(dimethylamino)ethyl)amino)-3-tert-butyl-5-methyl-[1,1'-biphenyl]-2-ol